C(C)(C)(C)N1C[C@H](N(S(C2=C1C=C(C(=C2)O\C=C(\C(=O)O)/F)SC)(=O)=O)C)COCC (S,Z)-3-((5-(tert-butyl)-3-(ethoxymethyl)-2-methyl-7-(methylthio)-1,1-dioxido-2,3,4,5-tetrahydrobenzo[f][1,2,5]thiadiazepin-8-yl)oxy)-2-fluoroacrylic acid